C[C@@]1([C@H]2C[C@H]3[C@@H](C(=O)C(=C([C@]3(C(=O)C2=C(C4=C1C=CC=C4O)O)O)O)C(=O)NCN5CCN(CC5)CCO)N(C)C)O.CC1([C@@H](N2[C@H](S1)[C@@H](C2=O)NC(=O)COC3=CC=CC=C3)C(=O)O)C The molecule is a penicillinate salt obtained by combining equimolar amounts of phenoxymethylpenicillin and pipacycline. It has a role as an antimicrobial agent. It contains a phenoxymethylpenicillin(1-) and a pipacycline(1+).